(R)-1-(3,5-difluorophenyl)-6-fluoro-4-oxo-7-(2-((pyridin-2-yloxy)methyl)pyrrolidin-1-yl)-1,4-dihydroquinoline-3-carboxylic acid FC=1C=C(C=C(C1)F)N1C=C(C(C2=CC(=C(C=C12)N1[C@H](CCC1)COC1=NC=CC=C1)F)=O)C(=O)O